diglycerol monooleate C(CCCCCCC\C=C/CCCCCCCC)(=O)O.OCC(O)CO.OCC(O)CO